COC(C1=C(C=C(C=C1)N1CCC(CC1)C1OCCCO1)F)=O 4-(4-(1,3-dioxan-2-yl)piperidine-1-yl)-2-fluorobenzoic acid methyl ester